trifluoro-N-methylethylamine FC(CNC)(F)F